N(CC(=O)O)(CC(=O)O)CC(=O)O.[Ni+2] nickel (II) nitrilotriacetic acid